[Cu]=O copper oxid